C(C1=CC=CC=C1)OC=1C=C(C=NC1OCCCN(C)C)C1=CC=2C3=C(C=NC2C=C1)N(CC31CC1)C 8'-(5-(Benzyloxy)-6-(3-(dimethylamino)propoxy)pyridin-3-yl)-3'-methylspiro[cyclopropane-1,1'-pyrrolo[2,3-c]quinolin]